2-Amino-7-fluoro-4-(5-fluoro-3-((3S,3'R)-3-hydroxy-[1,3'-bipyrrolidin]-1'-yl)-7,9-dihydrofuro[3,4-f]quinazolin-6-yl)thieno[3,2-c]pyridine-3-carbonitrile NC1=C(C=2C(=NC=C(C2S1)F)C=1C2=C(C=3C=NC(=NC3C1F)N1C[C@@H](CC1)N1C[C@H](CC1)O)COC2)C#N